7,10,13,16-docosatetraenoylethanol C(CCCCCC=CCC=CCC=CCC=CCCCCC)(=O)C(C)O